C(CCC)N1C=NC2=CC=C(C=C2C1=O)[N+](=O)[O-] 3-butyl-6-nitroquinazolin-4(3H)-one